N-(9-hydroxy-9H-fluoren-2-yl)tetrahydro-2H-pyran-2-carboxamide OC1C2=CC=CC=C2C=2C=CC(=CC12)NC(=O)C1OCCCC1